ClC=1C=C(C=CC1F)C=1N=CN(C1C=1C=CC=2N(N1)C(=CN2)C#N)C(C)C 6-(4-(3-chloro-4-fluorophenyl)-1-isopropyl-1H-imidazol-5-yl)imidazo[1,2-b]pyridazine-3-carbonitrile